C(C)(C)C1=C(C(=CC(=C1)C(C)C)C(C)C)S(=O)(=O)OC=1N=C(N(C(C1)=O)C1=C(C(=CC=C1)Cl)Cl)SC 1-(2,3-dichlorophenyl)-2-(methylthio)-6-oxo-1,6-dihydropyrimidin-4-yl 2,4,6-triisopropylbenzenesulfonate